N-[(3-cyano-2-methylphenyl)-methyl]acetamid C(#N)C=1C(=C(C=CC1)CNC(C)=O)C